ClC1=CC(=NC2=CC=C(C=C12)Cl)C(F)F 4,6-dichloro-2-(difluoromethyl)quinoline